C1(CC1)S(=O)(=O)NC1=NC=CC(=N1)C(C(=O)NC1=CC=C(C=C1)C1=CC(=CC=C1)OCC)(C)C 2-(2-(cyclopropanesulfonylamino)pyrimidin-4-yl)-N-(3'-ethoxy-[1,1'-biphenyl]-4-yl)-2-methylpropanamide